6-(1'-Cyclopropyl-[1,4'-bipiperidin]-4-yl)-1-(2,2-difluoroethyl)-2-(3,4-dimethoxyphenyl)-1H-benzo[d]imidazol C1(CC1)N1CCC(CC1)N1CCC(CC1)C=1C=CC2=C(N(C(=N2)C2=CC(=C(C=C2)OC)OC)CC(F)F)C1